2,6-bis(difluoromethyl)pyridine-4-carboxylic acid FC(C1=NC(=CC(=C1)C(=O)O)C(F)F)F